ClC1=CC(=C(C(=O)OC)C=C1)C=1SC(=CC1)CC=C methyl 4-chloro-2-[5-(prop-2-en-1-yl)thiophen-2-yl]benzoate